tert-butyl ((5-bromothiophen-2-yl)methyl)carbamate BrC1=CC=C(S1)CNC(OC(C)(C)C)=O